C1(=CC=CC=C1)C(=CC#CC1=CC=C(C=C1)OC(F)(F)F)C1=CC=CC=C1 1,1-Diphenyl-4-(4-trifluoromethoxyphenyl)-1-buten-3-yne